ClC1=C(C=NN1CCO)NC1=NC=C(C(=N1)OCC1CCC(CC1)O)F 4-(((2-((5-chloro-1-(2-hydroxyethyl)-1H-pyrazol-4-yl)amino)-5-fluoropyrimidin-4-yl)oxy)methyl)cyclohexan-1-ol